4-(2-(4-(benzo[b]thiophen-4-yl)piperazin-1-yl)ethyl)-2-fluorocyclohexane-1-amine S1C2=C(C=C1)C(=CC=C2)N2CCN(CC2)CCC2CC(C(CC2)N)F